C(#N)C=1C(=C2C(=NC(=NC2=C(C1C1=CC(=CC2=CC=CC(=C12)F)OCOC)F)S(=O)(=O)C)N1CC2CCC(C1)N2C(=O)OC(C)(C)C)OC tert-butyl 3-(6-cyano-8-fluoro-7-(8-fluoro-3-(methoxymethoxy)naphthalen-1-yl)-5-methoxy-2-(methylsulfonyl)quinazolin-4-yl)-3,8-diazabicyclo[3.2.1]octane-8-carboxylate